diethyl (2-{5-[(1R,4R,7R)-7-amino-2-azabicyclo[2.2.1]heptane-2-carbonyl]-7-methoxy-1-methyl-1H-1,3-benzodiazol-2-yl}-1-(cyclopropylmethyl)-1H-indol-7-yl)phosphonate N[C@H]1[C@@H]2N(C[C@H]1CC2)C(=O)C2=CC1=C(N(C(=N1)C=1N(C3=C(C=CC=C3C1)P(OCC)(OCC)=O)CC1CC1)C)C(=C2)OC